C1(=CC=CC=C1)S(=O)(=O)C1(CC1)O 1-(phenylsulfonyl)cyclopropan-1-ol